Bicyclo[2.2.2]oct-1-ylmethanol C12(CCC(CC1)CC2)CO